tert-Butyl N-(4-bromobenzofuran-2-yl)carbamate BrC1=CC=CC2=C1C=C(O2)NC(OC(C)(C)C)=O